N-[3-[[(1R)-1-(1,3-benzothiazol-2-yl)-2-(3-carbamimidoylphenyl)ethyl]sulfamoyl]phenyl]-2-(4-piperidyl)acetamide S1C(=NC2=C1C=CC=C2)[C@@H](CC2=CC(=CC=C2)C(N)=N)NS(=O)(=O)C=2C=C(C=CC2)NC(CC2CCNCC2)=O